C(C)OC(=O)C1=C(N=C(N1C[C@H]1OCC1)C=O)C (S)-2-formyl-4-methyl-1-(oxetan-2-ylmethyl)-1H-imidazole-5-carboxylic acid ethyl ester